C(C1=CC=CC=C1)N1C=2C=CC=C(C2C=2C(=CC=CC12)OCNS(=O)(=O)C)C(=O)N 9-benzyl-4-methanesulfonamidomethoxy-carbazole-5-carboxamide